CC1=C(C=CC(=C1)C)SC1=C(C=CC=C1)N1CCN(CC1)CC=1C=C2CN(C(C2=CC1)=O)C1C(NC(CC1)=O)=O 3-(5-((4-(2-((2,4-dimethylphenyl)thio)phenyl)piperazin-1-yl)methyl)-1-oxoisoindolin-2-yl)piperidine-2,6-dione